O1C(=CC=C1)CN1C(=NC2=C1C=CC=C2N2CCNCC2)C(F)(F)F 1-(furan-2-ylmethyl)-4-(piperazin-1-yl)-2-(trifluoromethyl)-1H-benzimidazole